3-fluoro-4-(2-hydroxypropan-2-yl)-5-(2-Methyl-1H-benzimidazol-5-yl)benzamide FC=1C=C(C(=O)N)C=C(C1C(C)(C)O)C1=CC2=C(NC(=N2)C)C=C1